(2-chloro-4-((cyclopentylmethyl)amino)phenyl)-2-hydroxybenzamide ClC1=C(C=CC(=C1)NCC1CCCC1)C=1C(=C(C(=O)N)C=CC1)O